((tetrahydro-2H-pyran-4-yl)oxy)benzenesulfonamide O1CCC(CC1)OC1=C(C=CC=C1)S(=O)(=O)N